tert-butyl 5-[5-[[4-methyl-6-(methylamino)pyrimidin-2-yl]amino]-2,3-dihydrobenzofuran-7-yl]-2,3,4,7-tetrahydroazepine-1-carboxylate CC1=NC(=NC(=C1)NC)NC=1C=C(C2=C(CCO2)C1)C=1CCCN(CC1)C(=O)OC(C)(C)C